O1N[C@H](CC1)C=1C=C(C=CC1)C1=CC(=CC=C1)C(=O)OC methyl (R)-3'-(isooxazolidin-3-yl)-[1,1'-biphenyl]-3-carboxylate